NC(CC1=CC(=C(C=C1)CC(O)O)O)C 2-[4-(2-Aminopropyl)-2-hydroxyphenyl]ethane-1,1-diol